C(CCC)OC(C1CCN(CC1)C1=NC=C(C=N1)C1CCNCC1)OCCCC 2-[4-(Dibutoxymethyl)piperidin-1-yl]-5-(piperidin-4-yl)pyrimidine